The molecule is an androstanoid that is testosterone substituted by a alpha-hydroxy group at position 2. A natural product found in Daphnia magna exposed to the biocide tributyltin. It has a role as an androgen and a Daphnia magna metabolite. It is a 3-oxo-Delta(4) steroid, a 17beta-hydroxy steroid, an androstanoid, a 2alpha-hydroxy steroid and a secondary alpha-hydroxy ketone. It derives from a testosterone. C[C@]12CC[C@H]3[C@H]([C@@H]1CC[C@@H]2O)CCC4=CC(=O)[C@@H](C[C@]34C)O